O=C1O[C@@]2(C(N1CC(N1[C@@H](CCC1)C1=CC=CC=C1)=O)=O)CCC1=CC(=CC=C12)NC(=O)NC 1-((S)-2',4'-dioxo-3'-(2-oxo-2-((S)-2-phenylpyrrolidin-1-yl)ethyl)-2,3-dihydrospiro[indene-1,5'-oxazolidine]-5-yl)-3-methylurea